(3-nitrophenyl)-2,5-dihydrofuran [N+](=O)([O-])C=1C=C(C=CC1)C1OCC=C1